N1=CC=C(C=C1)CC1=C(C(=O)N)C=CC=C1 (pyridin-4-yl-methyl)-benzamide